3-[2,5-difluoro-4-(3-fluoro-1H-pyrazol-4-yl)phenyl]-N-methyl-N-(piperidin-4-yl)[1,3]thiazolo[4,5-c]pyridazin-6-amine formate salt C(=O)O.FC1=C(C=C(C(=C1)C=1C(=NNC1)F)F)C1=CC2=C(N=N1)N=C(S2)N(C2CCNCC2)C